C(C)N1CCN(CC1)CC=1C=CC(=NC1)NC1=NC=C(C(=N1)C1=CC2=NC=CC(=C2S1)C(C)(C)O)F 2-[2-[2-[[5-[(4-Ethylpiperazin-1-yl)methyl]pyridin-2-yl]amino]-5-fluoropyrimidin-4-yl]thieno[3,2-b]pyridin-7-yl]propan-2-ol